CC(=O)N[C@@H]1[C@H]([C@@H]([C@H](O[C@H]1O[C@@H]2[C@H](OC([C@@H]([C@H]2O)N)O)CO)CO)O)O The molecule is a chitobiose consisting of D-glucosamine having an N-acetyl-beta-D-glucosaminyl residue attached at the 4-position. It derives from a beta-D-glucosaminyl-(1->4)-D-glucosamine. It is a conjugate base of a N-acetyl-beta-D-glucosaminyl-(1->4)-D-glucosaminium(1+).